C(C)OC(=O)C1=C(N=C2N1N=CC=C2)OC(C)C2=C(C=CC(=C2)F)OCCNC(=O)OC(C)(C)C 1-[2-(2-tert-Butoxycarbonylamino-ethoxy)-5-fluoro-phenyl]-ethoxyl-imidazo[1,2-b]pyridazine-3-carboxylic acid ethyl ester